CC(CCCCCCCCCCCCCCCCCCCCCCCCCCCCCC)O 2-dotriacontanol